3-(3,5-dichlorophenyl)-8-(prop-1-en-2-yl)imidazo[1,2-b]Pyridazine-7-carboxylic acid ethyl ester C(C)OC(=O)C1=C(C=2N(N=C1)C(=CN2)C2=CC(=CC(=C2)Cl)Cl)C(=C)C